(S)-5-(2-Aminopyrimidin-5-yl)-2-(1-((5-fluoroquinazolin-4-yl)amino)ethyl)-3-phenylquinazolin-4(3H)-one NC1=NC=C(C=N1)C1=C2C(N(C(=NC2=CC=C1)[C@H](C)NC1=NC=NC2=CC=CC(=C12)F)C1=CC=CC=C1)=O